N-[(3S,4S)-1,3-Dimethyl-4-piperidyl]-6-[3-[4-(methylcarbamoyl)-2-(2,2,2-trifluoroethoxy)anilino]prop-1-ynyl]-1-(2,2,2-trifluoroethyl)benzimidazole-4-carboxamide CN1C[C@@H]([C@H](CC1)NC(=O)C1=CC(=CC=2N(C=NC21)CC(F)(F)F)C#CCNC2=C(C=C(C=C2)C(NC)=O)OCC(F)(F)F)C